ClC1=CC(=C(C=C1)C1CCN(CC1)C1=C(C=CC=C1)CSC1=CC=C(C=C1)C)F 4-(4-chloro-2-fluorophenyl)-1-(2-((p-tolylthio)methyl)phenyl)piperidine